ClC=1C=C(C(=C(C(=O)OC)C1)OC)CCN1CCOCC1 methyl 5-chloro-2-methoxy-3-(2-morpholinoethyl)benzoate